C(C1=CC=CC=C1)OC(=O)NCCCOC1CN(CC(C1)O)C(=O)OC(C)(C)C tert-butyl 3-[3-(benzyloxycarbonylamino)propoxy]-5-hydroxy-piperidine-1-carboxylate